COC1C=C(CCC1)C1=NC(=NC(=N1)N[C@@H](C(F)(F)F)C)N[C@@H](C(F)(F)F)C 6-(3-Methoxycyclohex-1-en-1-yl)-N2,N4-bis((R)-1,1,1-trifluoropropan-2-yl)-1,3,5-triazine-2,4-diamine